N1(CCCCC1)C1CCN(CC1)C1=C(C=NC2=CC=C(C=C12)C(=O)[O-])S(=O)(=O)C1=CC=C(C=C1)CC 4-([1,4'-bipiperidin]-1'-yl)-3-((4-ethylphenyl)sulfonyl)quinoline-6-carboxylate